1-(3-fluoropyridin-2-yl)methylamine FC=1C(=NC=CC1)CN